(E)-3-(6-((4-(4-(4-(1-(4-hydroxyphenyl)-2-phenylbut-1-en-1-yl)phenyl)piperazin-1-yl)butyl)amino)-1-oxoisoindolin-2-yl)piperidine-2,6-dione OC1=CC=C(C=C1)\C(=C(/CC)\C1=CC=CC=C1)\C1=CC=C(C=C1)N1CCN(CC1)CCCCNC1=CC=C2CN(C(C2=C1)=O)C1C(NC(CC1)=O)=O